FC[C@H]1CN(C[C@H](C1)NC1=NC=CC(=N1)C=1C(=NC=CC1)OC1=C(C(=C(C(=C1)F)NS(=O)(=O)CC1=CC=CC=C1)F)F)C(=O)OC(C)(C)C tert-Butyl (3R,5S)-3-(fluoromethyl)-5-((4-(2-(2,3,5-trifluoro-4-((phenylmethyl)sulfonamido)phenoxy)pyridin-3-yl)pyrimidin-2-yl)amino)piperidine-1-carboxylate